6-bromo-1-methyl-3,4-dihydro-1λ4-benzo[e][1,2]thiazine 1-oxide BrC=1C=CC2=C(CCN=S2(C)=O)C1